FC=1C=C(C=CC1)C(CO)C=1C=C2C(=NNC2=CC1)NC(C1=C(C=C(C=C1)N1CCN(CC1)C)NC1CCOCC1)=O N-(5-(1-(3-fluorophenyl)-2-hydroxyethyl)-1H-indazol-3-yl)-4-(4-methylpiperazin-1-yl)-2-((tetrahydro-2H-pyran-4-yl)amino)benzamide